didecyldibutoxysilane C(CCCCCCCCC)[Si](OCCCC)(OCCCC)CCCCCCCCCC